(5S)-5-(3,5-difluorophenyl)-2-(1,1a,6,6a-tetrahydrocyclopropa[a]inden-1-yl)-2,5,6,7-tetrahydro-3H-pyrrolo[2,1-c][1,2,4]triazol-3-one FC=1C=C(C=C(C1)F)[C@@H]1CCC2=NN(C(N21)=O)C2C1C2CC=2C=CC=CC12